5-amino-2-[5-(dimethylamino)pentyl]-N-[[4-(methylaminomethyl)phenyl]methyl]-N-propyl-6H-thieno[3,2-b]azepin-7-carboxamide NC=1CC(=CC2=C(N1)C=C(S2)CCCCCN(C)C)C(=O)N(CCC)CC2=CC=C(C=C2)CNC